5-hydroxy-3-imidazo[1,2-a]pyridin-6-yl-isoxazolidine-2-carboxylic acid tert-butyl ester C(C)(C)(C)OC(=O)N1OC(CC1C=1C=CC=2N(C1)C=CN2)O